S(=O)(=O)(ON1[C@@H]2CC[C@H](N(C1=O)C2)C(NCCN2CCNCC2)=N)O (2S,5R)-7-Oxo-2-(N-(2-(piperazin-1-yl) ethyl) carbamimidoyl)-1,6-diazabicyclo[3.2.1]octan-6-yl hydrogen sulfate